tert-butyl (2R)-2-(p-tolylsulfonyloxymethyl)morpholine-4-carboxylate C1(=CC=C(C=C1)S(=O)(=O)OC[C@H]1CN(CCO1)C(=O)OC(C)(C)C)C